(3S,4R,5R,6S)-1-{6-[(4-propylbenzyl)oxy]hexyl}-3,4,5,6-azepanetetrol C(CC)C1=CC=C(COCCCCCCN2C[C@@H]([C@H]([C@@H]([C@H](C2)O)O)O)O)C=C1